N-((1S,2R,3S,4R)-3-((4-Fluoro-3-(trifluoromethyl)phenyl)carbamoyl)bicyclo[2.2.1]heptan-2-yl)-6-methoxy-2-(1-thia-6-azaspiro[3.3]heptan-6-yl)benzo[d]thiazole-7-carboxamide FC1=C(C=C(C=C1)NC(=O)[C@@H]1[C@@H]([C@H]2CC[C@@H]1C2)NC(=O)C2=C(C=CC=1N=C(SC12)N1CC2(CCS2)C1)OC)C(F)(F)F